5-(1-(4-(dimethylamino)piperidin-1-yl)ethyl)-N-((4-methoxy-6-methyl-2-oxo-1,2-dihydropyridin-3-yl)methyl)-6-methyl-2-(thiazol-5-yl)indolizine-7-carboxamide CN(C1CCN(CC1)C(C)C=1N2C=C(C=C2C=C(C1C)C(=O)NCC=1C(NC(=CC1OC)C)=O)C1=CN=CS1)C